1'-isobutyryl-2-oxospiro[indoline-3,4'-piperidine] C(C(C)C)(=O)N1CCC2(CC1)C(NC1=CC=CC=C12)=O